2-bromo-1-(difluoro(phenyl)methyl)-4-methylbenzene BrC1=C(C=CC(=C1)C)C(C1=CC=CC=C1)(F)F